4-(4-(1-((4-Fluorophenyl)carbamoyl)cyclopropane-1-carboxamido)phenoxy)quinoline-7-carboxylic acid FC1=CC=C(C=C1)NC(=O)C1(CC1)C(=O)NC1=CC=C(OC2=CC=NC3=CC(=CC=C23)C(=O)O)C=C1